tert-butyl 4-(7-hydroxy-2-azaspiro[3.5]nonan-2-yl)benzoate OC1CCC2(CN(C2)C2=CC=C(C(=O)OC(C)(C)C)C=C2)CC1